(1R,2S)-1-(2-cyano-4,5-difluorophenyl)-1-(1-methyl-1H-pyrazol-4-yl)propan C(#N)C1=C(C=C(C(=C1)F)F)[C@@H](CC)C=1C=NN(C1)C